C(C)(C)(C)C=1C(=C(C=C(C1)C(C)(C)C)O)O 3,5-di-t-butyl-hydroxyphenol